(R)-6-amino-8-methyl-N-(5,6,7,8-tetrahydroquinoxalin-5-yl)-N-((5-(trifluoromethyl)pyridin-2-yl)methyl)-1,5-naphthyridine-3-carboxamide NC=1N=C2C=C(C=NC2=C(C1)C)C(=O)N(CC1=NC=C(C=C1)C(F)(F)F)[C@H]1C=2N=CC=NC2CCC1